N-vinyl-5-methyl-5-ethyL-2-pyrrolidone C(=C)N1C(CCC1(CC)C)=O